C1(C=CC=C1)[Ti](C1=C(C(=CC=C1F)NCC(CC)C)F)(C1=C(C(=CC=C1F)NCC(CC)C)F)C1C=CC=C1 bis(cyclopentadienyl)bis[2,6-difluoro-3-(2-methylbutylamino)phenyl]titanium